C(C)(=O)O[C@@]1([C@H](O)[C@](O)([C@@H](C(O)O)O1)Br)N1C=NC=2C(N)=NC=NC12 acetoxy-5'-hydroxy-3'-bromoadenosine